C[C@@H]1CC[C@@H]2[C@@]3([C@H]1CC[C@]3(CC2(C)C)C)O The molecule is a sesquiterpenoid consisting of a tricyclic carbon skeleton functionalised by a tertiary hydroxy group. It is a sesquiterpenoid, a tertiary alcohol and an organic tricyclic compound.